CNS(=O)(=O)C1=CC(=C(C=C1)NC1=CC(=CC=C1)OC1=CC=CC=C1)C=1N=NN(N1)C n-methyl-3-(2-methyltetrazol-5-yl)-4-(3-phenoxyanilino)benzenesulfonamide